5-(2,2-dimethylpiperazine-1-carbonyl)-3-methylpyrazin-2(1H)-one CC1(N(CCNC1)C(=O)C=1N=C(C(NC1)=O)C)C